(S)-1-(5-chloro-2-(3-(morpholinomethyl)-1,2,3,4-tetrahydroisoquinoline-2-carbonyl)pyridin-3-yl)-1H-indole-3-carboxylic acid methyl ester COC(=O)C1=CN(C2=CC=CC=C12)C=1C(=NC=C(C1)Cl)C(=O)N1CC2=CC=CC=C2C[C@H]1CN1CCOCC1